N-[3-({[2-{[4-(isopropoxymethyl)phenyl]amino}-5-(trifluoromethyl)pyrimidin-4-yl]amino}methyl)pyridin-2-yl]-N-methylmethane-sulfonamide C(C)(C)OCC1=CC=C(C=C1)NC1=NC=C(C(=N1)NCC=1C(=NC=CC1)N(S(=O)(=O)C)C)C(F)(F)F